C(C)OC(=O)C1(C[C@H]2O[C@H]2C1)CC1=CC(=CC=C1)C1=NC=C(C=N1)Br (1R,3s,5S)-3-(3-(5-bromopyrimidin-2-yl)benzyl)-6-oxabicyclo[3.1.0]hexane-3-carboxylic acid ethyl ester